meta-iodoanisole IC=1C=C(C=CC1)OC